BrC(CC)C=1OC2=CC=CC=C2CC1C1=CC(=CC=C1)F 2-(1-bromopropyl)-3-(3-fluorophenyl)-4H-chromen